(3-Fluoro-5-(1H-pyrazol-4-yl)phenyl)methanamine FC=1C=C(C=C(C1)C=1C=NNC1)CN